COC=1C=C(O[C@@H]2CN(CC2)C(=O)O)C=CC1[C@H]1N([C@@H](CC2=C3C(=CC=C12)N(C(O3)=O)C(C3=CC=CC=C3)(C3=CC=CC=C3)C3=CC=CC=C3)C)CC(F)(F)F (S)-3-(3-methoxy-4-((6S,8R)-8-methyl-2-oxo-7-(2,2,2-trifluoroethyl)-3-Trityl-2,3,6,7,8,9-hexahydrooxazolo[5,4-f]isoquinolin-6-yl)phenoxy)pyrrolidine-1-carboxylic acid